3-(5-(((1R,2S)-2-(cycloheptylamino)cyclohexyl)methyl)-1-oxoisoindolin-2-yl)piperidine-2,6-dione C1(CCCCCC1)N[C@@H]1[C@H](CCCC1)CC=1C=C2CN(C(C2=CC1)=O)C1C(NC(CC1)=O)=O